4-(5-((4-(2-Aminopyrimidin-4-yl)phenyl)amino)-1-methyl-1H-1,2,4-triazol-3-yl)-N-(2,2,2-trifluoroethyl)benzamide NC1=NC=CC(=N1)C1=CC=C(C=C1)NC1=NC(=NN1C)C1=CC=C(C(=O)NCC(F)(F)F)C=C1